C(C)(C)(C)C1CCC(CC1)CN1[C@@H]([C@H]([C@@H]([C@H](C1)O)O)O)CO (2R,3R,4R,5S)-1-(((1s,4S)-4-(tert-butyl)cyclohexyl)methyl)-2-(hydroxymethyl)piperidine-3,4,5-triol